N-(2,6-dimethylpyrimidin-4-yl)-5-[2-methoxy-5-[[(2S)-morpholin-2-yl]methoxy]-4-pyridyl]pyrazolo[1,5-a]pyridin-2-amine CC1=NC(=CC(=N1)NC1=NN2C(C=C(C=C2)C2=CC(=NC=C2OC[C@@H]2CNCCO2)OC)=C1)C